2-(3',5'-Bis(α,α-dimethylbenzyl)-2'-hydroxyphenyl)benzotriazol CC(C1=CC=CC=C1)(C)C=1C(=C(C=C(C1)C(C1=CC=CC=C1)(C)C)N1N=C2C(=N1)C=CC=C2)O